N-(2-hydroxypropyl)-3-nitro-5-trifluoromethylaniline OC(CNC1=CC(=CC(=C1)C(F)(F)F)[N+](=O)[O-])C